racemic-(5s,9r)-8-hydroxy-2-methoxy-7-methyl-11-oxo-7,8,9,10-tetrahydro-5,9-methanocycloocta[b]pyridine-5(6H)-carboxylic acid OC1C(C[C@@]2(C=3C(=NC(=CC3)OC)C[C@H]1C2=O)C(=O)O)C |r|